8-(1-Bromoethyl)-2-(4,4-dimethylcyclohexyl)-6-methyl-chromen-4-one BrC(C)C=1C=C(C=C2C(C=C(OC12)C1CCC(CC1)(C)C)=O)C